(4-(4-((3-(3,6-difluoropyridin-2-yl)-1-((1r,4r)-4-ethoxycyclohexyl)-1H-pyrazol-4-yl)carbamoyl)thiazol-2-yl)-1H-pyrazol-1-yl)methyl 4-(morpholinomethyl)benzoate O1CCN(CC1)CC1=CC=C(C(=O)OCN2N=CC(=C2)C=2SC=C(N2)C(NC=2C(=NN(C2)C2CCC(CC2)OCC)C2=NC(=CC=C2F)F)=O)C=C1